N-(2-(2-(2-fluoroethoxy)ethoxy)ethyl)-3-(5-hydroxy-1H-indol-3-yl)-2-(2-(5-hydroxy-1H-indol-3-yl)acetamido)propanamide FCCOCCOCCNC(C(CC1=CNC2=CC=C(C=C12)O)NC(CC1=CNC2=CC=C(C=C12)O)=O)=O